N-(2-CHLORO-6-METHYLPHENYL)-2-((6-(4-(3-(4-(3-(2,4-DIOXOTETRAHYDROPYRIMIDIN-1(2H)-YL)PHENYL)PIPERAZIN-1-YL)PROPYL)PIPERAZIN-1-YL)-2-METHYLPYRIMIDIN-4-YL)AMINO)THIAZOLE-5-CARBOXAMIDE ClC1=C(C(=CC=C1)C)NC(=O)C1=CN=C(S1)NC1=NC(=NC(=C1)N1CCN(CC1)CCCN1CCN(CC1)C1=CC(=CC=C1)N1C(NC(CC1)=O)=O)C